7-(1-(4-Chlorobenzyl)piperidin-3-yl)-2-methyl-3-(pyrimidin-4-yl)pyrazolo[1,5-a]pyrimidine ClC1=CC=C(CN2CC(CCC2)C2=CC=NC=3N2N=C(C3C3=NC=NC=C3)C)C=C1